ClC1=NC(=NC(=C1)OC)CC1=CC(=NC=C1)C(F)(F)F 4-chloro-6-methoxy-2-[[2-(trifluoromethyl)-4-pyridyl]methyl]pyrimidine